6-(1H-[1,2,3]Triazolo[4,5-b]pyridin-5-yl)-N-(4-phenethoxyphenyl)picolinamide N1N=NC2=NC(=CC=C21)C2=CC=CC(=N2)C(=O)NC2=CC=C(C=C2)OCCC2=CC=CC=C2